lauramidopropyl-dimethylamine C(CCCCCCCCCCC)(=O)NCCCN(C)C